N[C@H]1[C@@H](CN(CC1)C1=C(C=NC2=CC=C(C=C12)C1=C(C(=CC(=C1C)F)F)O)C1=CC(=CC(=C1)C)F)OC 2-{4-[trans-4-Amino-3-methoxypiperidin-1-yl]-3-(3-fluoro-5-methylphenyl)chinolin-6-yl}-4,6-difluoro-3-methylphenol